O=S1(N(CCC1)[C@H]1CC(CN(C1)C(=O)OC(C)(C)C)(F)F)=O tert-butyl (5S)-5-(1,1-dioxo-1λ6,2-thiazolidin-2-yl)-3,3-difluoropiperidine-1-carboxylate